4-epoxypentanol C1C(CC(C)O)O1